N1C(=NC=C1)C=1C=CC(=C(C1)NC(=O)C1(CC1)C)N1N=CC=C1 N-(5-(1H-imidazol-2-yl)-2-(1H-pyrazol-1-yl)phenyl)-1-methyl-cyclopropane-1-carboxamide